1-((1-benzylpiperidin-4-yl)methyl)-3-(2-(piperazin-1-yl)quinolin-6-yl)thiourea C(C1=CC=CC=C1)N1CCC(CC1)CNC(=S)NC=1C=C2C=CC(=NC2=CC1)N1CCNCC1